C(CCCCCCCCCCCCC)OC(CCN(C)CCO)COCCCCCCCCCCCCCC 2,3-di(tetradecyloxy)propyl-(2-hydroxyethyl)-dimethyl-nitrogen